C[C@H](CCC=C(C)C)[C@H]1CC[C@@H]2[C@@]1(CCC3=C2CC[C@@H]4[C@@]3(CC[C@@H]([C@@]4(C)C(=O)O)O)C)C The molecule is a 3beta-sterol that consists of 4beta-methylzymosterol in which the 4alpha-hydrogen is replaced by a carboxy group. It has a role as a Saccharomyces cerevisiae metabolite and a mouse metabolite. It derives from a zymosterol. It is a conjugate acid of a 4beta-methylzymosterol-4alpha-carboxylate.